2-amino-N-(1,3-dimethyl-1H-pyrazol-5-yl)ethane-1-sulfonylamine hydrochloride Cl.NCCS(=O)(=O)NC1=CC(=NN1C)C